1-(2-hydroxy-6-(5-(4-(hydroxymethyl)phenyl)-1H-imidazol-2-yl)piperidin-1-yl)-2-(methylthio)propan-1-one OC1N(C(CCC1)C=1NC(=CN1)C1=CC=C(C=C1)CO)C(C(C)SC)=O